C(OCCCCCCCC)OCCCCCCCC [methylenebis(oxymethylene)]bis[heptane]